FC1=C(C=CC=C1)C#CC1=CC=C(C(=O)NC[C@H]2COCCC2)C=C1 (S)-4-((2-fluorophenyl)ethynyl)-N-((tetrahydro-2H-pyran-3-yl)methyl)benzamide